N-(1-(2-((2-fluoro-4-((2-fluoro-3-nitrobenzyl)sulfonyl)phenyl)thio)-5-methoxy-6-((5-methyl-1H-pyrazol-3-yl)amino)pyrimidin-4-yl)piperidin-4-yl)acetamide FC1=C(C=CC(=C1)S(=O)(=O)CC1=C(C(=CC=C1)[N+](=O)[O-])F)SC1=NC(=C(C(=N1)N1CCC(CC1)NC(C)=O)OC)NC1=NNC(=C1)C